2,3-disilylhexasilane [SiH3][SiH]([SiH3])[SiH]([SiH2][SiH2][SiH3])[SiH3]